[Sn].[Al].C(#N)[C@H]1N(CC(C1)(F)F)C(=O)[C@@H]1C[C@H](C(N1)=O)CC(=O)NCC1=CC=C(C=C1)CC(=O)NCCOCCOCCC(=O)N[C@@H](CC1=CC=C(C=C1)O)C(=O)O (3-(2-(2-(2-(4-((2-((3S,5S)-5-((S)-2-cyano-4,4-difluoropyrrolidine-1-carbonyl)-2-oxopyrrolidin-3-yl)acetamido)methyl)phenyl)acetamido)ethoxy)ethoxy)propanoyl)-L-tyrosine aluminum tin